2-oxospiro[indoline-3,3'-pyrrolidine]-5-d-5'-carboxamide O=C1NC2=CC=C(C=C2C12CNC(C2)C(=O)N)[2H]